2-((2-((2-(3-(2-((cyanomethyl)amino)ethyl)-2-oxoimidazolidin-1-yl)ethyl)amino)ethyl)amino)acetonitrile C(#N)CNCCN1C(N(CC1)CCNCCNCC#N)=O